C(C)C=1SC(=C(N1)C1=CC=CC=C1)OC1=CC(=NC=C1)NC1=CC=C(C=N1)C(=O)N1CC(CC1)NC (6-((4-((2-ethyl-4-phenylthiazol-5-yl)oxy)pyridin-2-yl)amino)pyridin-3-yl)(3-(methylamino)pyrrolidin-1-yl)methanone